ClC=1C=C(C=NC1)C(C#N)C1OC2=CC=CC=C2C(C1)C(=O)N ((5-chloropyridin-3-yl)(cyano)methyl)chromane-4-carboxamide